C1(=CC=CC=C1)OC(C=C)=O.C(C1=CC=CC=C1)(=O)O benzoic acid phenyl-acrylate